CC=1OC2=C(C=CC=C2C(C1C(=O)N[C@H]1CCCC2=CC=CC=C12)C)C1=C(C(=CC(=C1)F)F)F 2,4-Dimethyl-N-[(1S)-1,2,3,4-tetrahydronaphthalen-1-yl]-8-(2,3,5-trifluorophenyl)-4H-chromen-3-carboxamide